(2-aminoethyl)dimethylamine NCCN(C)C